FC1(C(C=2C(=C(SC2S(=O)(=O)C)OCC(C)C)C1)O)F 5,5-difluoro-3-methanesulfonyl-1-(2-methylpropoxy)-4H,5H,6H-cyclopenta[c]thiophen-4-ol